C1(CC1)C1=NC=NC(=C1C1=NC=C(C(=N1)OCC1=CC=C(C=C1)C=1N(C=C(N1)C(F)(F)F)C)OC1COCC1)OC 2-(4-cyclopropyl-6-methoxy-pyrimidin-5-yl)-4-[[4-[1-methyl-4-(trifluoromethyl)imidazol-2-yl]phenyl]methoxy]-5-tetrahydrofuran-3-yloxy-pyrimidine